FC1=C(CN2C(N(N=C2)C2=CC(=C(C=C2)OC2=CC(=NC=C2F)N2[C@H]([C@H](C2)O)C)F)=O)C(=CC=C1)F 4-(2,6-difluorobenzyl)-2-(3-fluoro-4-((5-fluoro-2-((2S,3S)-3-hydroxy-2-methylazetidin-1-yl)pyridin-4-yl)oxy)phenyl)-2,4-dihydro-3H-1,2,4-triazol-3-one